5-[2,6-dichloro-4-(6-cyano-3,5-dioxo-4H-1,2,4-triazin-2-yl)phenoxy]-N,N-dimethyl-1-(4-methylbenzenesulfonyl)indole-3-carboxamide ClC1=C(OC=2C=C3C(=CN(C3=CC2)S(=O)(=O)C2=CC=C(C=C2)C)C(=O)N(C)C)C(=CC(=C1)N1N=C(C(NC1=O)=O)C#N)Cl